C(C)(C)(C)NS(=O)(=O)C1=CC=C(C=C1)N(C([C@H](CC1=CC=CC=C1)NC(C1=CC=C(C=C1)F)=O)=O)C (S)-N-(1-((4-(N-tert-butylsulfamoyl)phenyl)(methyl)amino)-1-oxo-3-phenylpropan-2-yl)-4-fluorobenzamide